C(CCCCCCCCCCC)C(=S)SC(C(=O)O)(C)C 2-(dodecylthiocarbonylthio)-isobutyric acid